N-(3-(4-(1-methyl-1H-indazol-5-yl)phenyl)propyl)-4-(pyrrolidin-1-yl)benzamide CN1N=CC2=CC(=CC=C12)C1=CC=C(C=C1)CCCNC(C1=CC=C(C=C1)N1CCCC1)=O